FC=1C=CC(=NC1)NC(CN1C=2N(C3=C(C1=O)C=CC(=N3)C(F)(F)F)N=C(C2)C(C)(C)O)=O N-(5-Fluoropyridin-2-yl)-2-(2-(2-hydroxypropan-2-yl)-5-oxo-8-(trifluoromethyl)pyrazolo[1,5-a]pyrido[3,2-e]pyrimidin-4(5H)-yl)acetamide